tert-butyl (2-hydroxy-2-(5-(2-((6-methoxy-2-methylquinazolin-4-yl)thio)acetyl)thiophen-2-yl)ethyl)carbamate OC(CNC(OC(C)(C)C)=O)C=1SC(=CC1)C(CSC1=NC(=NC2=CC=C(C=C12)OC)C)=O